butyl 2,2-dimethylolpropionate C(O)C(C(=O)OCCCC)(C)CO